tri(ethylhexyl) trimellitate C(C=1C(C(=O)OC(CCCCC)CC)=CC(C(=O)OC(CCCCC)CC)=CC1)(=O)OC(CCCCC)CC